tert-butyl 4-[4-({2-[(3,4-dimethyl-2,5-dioxoazolinyl)amino]-7-bromo-4-quinolyl}methyl)piperazinyl]piperidinecarboxylate CC=1C(N(C(C1C)=O)NC1=NC2=CC(=CC=C2C(=C1)CN1CCN(CC1)C1CCN(CC1)C(=O)OC(C)(C)C)Br)=O